Bis(isocyanatomethyl)-tricyclo-[5.2.1.02,6]-decane N(=C=O)CC12C3(CCC(C2CCC1)C3)CN=C=O